(2R,4S)-4-(3,5-dibromo-4-cyanopyrazol-1-yl)-2-(methoxymethyl)pyrrolidine-1-carboxylic acid tert-butyl ester C(C)(C)(C)OC(=O)N1[C@H](C[C@@H](C1)N1N=C(C(=C1Br)C#N)Br)COC